C(C)C1=C(C(=C(C(=C1)OC)O)OC)C 4-ethyl-2,6-dimethoxy-3-methylphenol